7-bromo-5-methyl-2,3-dihydro-5H-thieno[3,2-e][1,4]oxathiepine 1,1-dioxide BrC1=CC=2S(CCOC(C2S1)C)(=O)=O